(R)-4-methyl-5-(4-((2-(4-(trifluoromethyl)-1H-imidazol-1-yl)pyrimidin-5-yl)methyl)piperazin-2-yl)isobenzofuran-1(3H)-one CC1=C2COC(C2=CC=C1[C@H]1NCCN(C1)CC=1C=NC(=NC1)N1C=NC(=C1)C(F)(F)F)=O